7-bromo-3-(4-nitrophenyl)imidazo[1,2-a]pyridine BrC1=CC=2N(C=C1)C(=CN2)C2=CC=C(C=C2)[N+](=O)[O-]